(2-isopropoxy-5-nitrobenzyl)ruthenium (VI) chloride C(C)(C)OC1=C(C[Ru](Cl)(Cl)(Cl)(Cl)Cl)C=C(C=C1)[N+](=O)[O-]